N1=C2C(=NC=C1)N=CC(=C2)C=2C=CN1N=C(N=CC12)N[C@@H]1C[C@H](C1)N trans-N1-(5-(pyrido[2,3-b]pyrazin-7-yl)pyrrolo[2,1-f][1,2,4]triazin-2-yl)cyclobutane-1,3-diamine